C1(CC1)N1N=C(C(=C1)N)OC cyclopropyl-3-methoxy-1H-pyrazol-4-amine